N-(6-chloropyridin-3-yl)-6-(2,2,3,3-tetrafluoropropoxy)isoquinolin-1-amine ClC1=CC=C(C=N1)NC1=NC=CC2=CC(=CC=C12)OCC(C(F)F)(F)F